2-(2-((cyclopropylmethyl)amino)pyridin-4-yl)-N-(3-(difluoromethyl)-1-(4-(4-(3-(2,4-dioxotetrahydropyrimidin-1(2H)-yl)benzyl)piperazin-1-yl)phenyl)-1H-pyrazol-4-yl)oxazole-4-carboxamide C1(CC1)CNC1=NC=CC(=C1)C=1OC=C(N1)C(=O)NC=1C(=NN(C1)C1=CC=C(C=C1)N1CCN(CC1)CC1=CC(=CC=C1)N1C(NC(CC1)=O)=O)C(F)F